(2S,2'S)-4,4'-((pentane-2,4-diylbis(oxy))bis(6-methoxyisoindoline-5,2-diyl))bis(2-methyl-4-oxobutanoic acid) CC(CC(C)OC=1C=C2CN(CC2=CC1OC)C(C[C@@H](C(=O)O)C)=O)OC=1C=C2CN(CC2=CC1OC)C(C[C@@H](C(=O)O)C)=O